C(C=C)(=O)OC(CCC)C methylButyl acrylate